1-(tert-butyloxycarbonyl)-5-bromo-1H-indazole-3-carboxylic acid C(C)(C)(C)OC(=O)N1N=C(C2=CC(=CC=C12)Br)C(=O)O